[C].O.[Fe] iron water carbon